tert-Butyl 3-(2-(2-((2-(2,6-dioxopiperidin-3-yl)-1,3-dioxoisoindolin-5-yl)oxy)acetamido)ethoxy)propanoate O=C1NC(CCC1N1C(C2=CC=C(C=C2C1=O)OCC(=O)NCCOCCC(=O)OC(C)(C)C)=O)=O